FC=1C=C2N(CCN(C2=CC1)C(CCC1=CN=CN1)=O)C1=CC=C(C=C1)F 1-(6-fluoro-4-(4-fluorophenyl)-3,4-dihydroquinoxalin-1(2H)-yl)-3-(1H-imidazol-5-yl)propan-1-one